3-(dimethylamino)-1-(4-methoxyphenyl)prop-2-en-1-one CN(C=CC(=O)C1=CC=C(C=C1)OC)C